N1C(CC2CCCCC12)C(=O)[O-] octahydroindolecarboxylate